N1C=CC(C=2C(CCCC12)=O)=O 7,8-dihydro-quinoline-4,5(1H,6H)-dione